1-(2-(3-(5-(3,5-difluorophenyl)-3-oxo-6,7-dihydro-3H-pyrrolo[2,1-c][1,2,4]triazol-2(5H)-yl)cyclobutyl)pyrimidin-4-yl)-1H-pyrazole-4-carbonitrile FC=1C=C(C=C(C1)F)C1CCC2=NN(C(N21)=O)C2CC(C2)C2=NC=CC(=N2)N2N=CC(=C2)C#N